COC(C1=CC=C(C=C1)CN1CCN(CC1)CC=1C=C2CN(CC2=CC1)C(C1=C(C=C(C(=C1)C(C)C)OCC1=CC=CC=C1)OCC1=CC=CC=C1)=O)=O Methyl-4-((4-((2-(2,4-bis(benzyloxy)-5-isopropylbenzoyl)isoindolin-5-yl)methyl)piperazin-1-yl)methyl)benzoate